BrC=1C(=CC=C2C(=CNC12)C1=NC(=NC=C1C(F)(F)F)N[C@@H]1CNCCCC1)OC (S)-N-(4-(7-bromo-6-methoxy-1H-indol-3-yl)-5-(trifluoromethyl)pyrimidin-2-yl)azepan-3-amine